1-(2-ethoxyethyl)-1H-pyrazolo[3,4-b]Pyrazine-6-carboxylic acid C(C)OCCN1N=CC=2C1=NC(=CN2)C(=O)O